N,N''-bis(tert-butyloxycarbonyl)di-ethylenetriamine C(C)(C)(C)OC(=O)NCCNCCNC(=O)OC(C)(C)C